2-(2,6-Dimethyl-4-((4-(4-(methylthio)phenyl)-5-oxo-4,5-dihydro-1H-1,2,4-triAzol-1-yl)methyl)phenoxy)-2-methylpropionic acid ethyl ester C(C)OC(C(C)(C)OC1=C(C=C(C=C1C)CN1N=CN(C1=O)C1=CC=C(C=C1)SC)C)=O